C(C)OC(=O)C=1OC2=C(C1C)C=C(C=C2)NC(CCC2=CC=CC=C2)=O 3-methyl-5-(3-phenylpropanamido)benzofuran-2-carboxylic acid ethyl ester